2-cyclopropyl-N-(5-(6-(4-(N-(2-(dimethylamino)ethyl)-N-methyl-sulfamoyl)-3-methoxyphenyl)pyrazin-2-yl)thiophen-3-yl)acetamide C1(CC1)CC(=O)NC1=CSC(=C1)C1=NC(=CN=C1)C1=CC(=C(C=C1)S(N(C)CCN(C)C)(=O)=O)OC